C(C)(C)(C)OC(=O)NC1(CC1)CS(=O)(=O)C1=C(SC=C1)C(=O)OC methyl 3-(((1-((tert-butoxycarbonyl)amino)cyclopropyl)methyl)sulfonyl)thiophene-2-carboxylate